C([C@@H]([C@@H](C(=O)O)O)C(=O)O)C(=O)O The molecule is the D-erythro-stereoisomer of isocitric acid. It is a conjugate acid of a D-erythro-isocitrate(3-). It is an enantiomer of a L-erythro-isocitric acid.